3-chloro-N-((1R,2R,4S)-7-cyano-7-azabicyclo[2.2.1]heptan-2-yl)-3'-(cyanomethyl)-5'-methyl[biphenyl]-4-carboxamide ClC=1C=C(C=CC1C(=O)N[C@H]1[C@H]2CC[C@@H](C1)N2C#N)C2=CC(=CC(=C2)C)CC#N